1,2-bis(4-ethoxyphenyl)-2-hydroxy-(2R)-ethanone C(C)OC1=CC=C(C=C1)C([C@H](O)C1=CC=C(C=C1)OCC)=O